C1(CC1)C[C@@H](C(=O)N[C@H](C(=O)OC)C[C@H]1C(NCC1)=O)NC(CCC1=CC(=CC(=C1)F)F)=O methyl (2S)-2-[[(2S)-3-cyclopropyl-2-[3-(3,5-difluorophenyl)propanoylamino]propanoyl] amino]-3-[(3S)-2-oxopyrrolidin-3-yl]propanoate